Cl.Cl.NN1CCCCC1 (R/S)-(-/+)-aminopiperidine dihydrochloride